5-(3-(4-chlorophenyl)-1,2,4-oxadiazol-5-yl)-1-(pyridin-3-ylmethyl)pyridin-2(1H)-one ClC1=CC=C(C=C1)C1=NOC(=N1)C=1C=CC(N(C1)CC=1C=NC=CC1)=O